3-Cyclopropyl-6-Methyl-1-{1-[5-(Trifluoromethyl)Pyridin-2-Yl]Propyl}-1H,4H,5H-Pyrazolo[3,4-d]Pyrimidin-4-One C1(CC1)C1=NN(C=2N=C(NC(C21)=O)C)C(CC)C2=NC=C(C=C2)C(F)(F)F